COC=1C=C(C=C(C1C(=C)C)OC)CO (3,5-dimethoxy-4-(prop-1-en-2-yl)phenyl)methanol